N-[1-[(4-chlorophenyl)methyl]cyclopropyl]-6-[(2,6-difluoro-4-pyridyl)amino]-3-methoxy-pyridine-2-carboxamide ClC1=CC=C(C=C1)CC1(CC1)NC(=O)C1=NC(=CC=C1OC)NC1=CC(=NC(=C1)F)F